methyl 3-(3-bromonaphthalen-2-yl)-2-(pyridin-2-yl)imidazo[1,2-a]pyridin-7-carboxylate BrC=1C(=CC2=CC=CC=C2C1)C1=C(N=C2N1C=CC(=C2)C(=O)OC)C2=NC=CC=C2